FC(CCCCC1=CC(=C(C=C1OC)CC(CC)NC(OC(C)(C)C)=O)OC)(C)F tert-butyl (1-(4-(5,5-difluorohexyl)-2,5-dimethoxyphenyl) butan-2-yl)carbamate